C1(CC1)C1=NC(=CC2=C1CNC2=O)CNC2CC(CC2)(F)F 4-cyclopropyl-6-(((3,3-difluorocyclopentyl)amino)methyl)-2,3-dihydro-1H-pyrrolo[3,4-c]pyridin-1-one